CN1C(OC2=C1C=C(C=C2)C=2N(C=C(N2)C=O)COCC[Si](C)(C)C)=O 2-(3-methyl-2-oxo-2,3-dihydrobenzo[d]oxazol-5-yl)-1-((2-(trimethylsilyl)ethoxy)methyl)-1H-imidazole-4-carbaldehyde